7-bromo-4-(methoxymethyloxy)benzofuran-5-carbaldehyde BrC1=CC(=C(C=2C=COC21)OCOC)C=O